2-(4-{[(1r,2r)-2-hydroxycyclohexyl]amino}-5,6,7,8-tetrahydropyrido[3,4-d]pyridazin-1-yl)-5-(trifluoromethyl)phenol O[C@H]1[C@@H](CCCC1)NC=1N=NC(=C2C1CNCC2)C2=C(C=C(C=C2)C(F)(F)F)O